3-(5-(difluoromethyl)-1,3,4-thiadiazol-2-yl)-N-(1-methylcyclopropyl)-8-(2,7-diazaspiro[3.5]nonan-2-yl)imidazo[1,5-a]pyridine-6-sulfonamide formate C(=O)O.FC(C1=NN=C(S1)C1=NC=C2N1C=C(C=C2N2CC1(C2)CCNCC1)S(=O)(=O)NC1(CC1)C)F